5-(3,4-difluorophenoxy)-N-isopropyl-2-naphthamide FC=1C=C(OC2=C3C=CC(=CC3=CC=C2)C(=O)NC(C)C)C=CC1F